4-(3-fluorophenyl)-3-methyl-1-(4-(2-methylpropan-1-en-1-yl)-5-(4-(trifluoromethyl)phenyl)thiazol-2-yl)-1H-pyrazole-5-carboxylic acid FC=1C=C(C=CC1)C=1C(=NN(C1C(=O)O)C=1SC(=C(N1)C=C(C)C)C1=CC=C(C=C1)C(F)(F)F)C